ClCC1=CC=C(C=C1)C1=NC=C(C=C1)OC(F)F 2-[4-(chloromethyl)phenyl]-5-(difluoromethoxy)pyridine